CC=1N=C(NC1C)C1=NC=CC(=C1)C=1C=NC=C(C1)C(=O)N1CC2(C1)C(N(CC2)C)=O 2-(2'-(4,5-Dimethyl-1H-imidazol-2-yl)-3,4'-bipyridin-5-carbonyl)-6-methyl-2,6-diazaspiro[3.4]octan-5-on